C(C)OCCN1N=C(C(=C1)NC=1SC=C(N1)C1=C(C=C(C=C1)N1C(NCC1)=O)OC)C 1-(4-{2-[1-(2-Ethoxy-ethyl)-3-methyl-1H-pyrazol-4-ylamino]-thiazol-4-yl}-3-methoxy-phenyl)-imidazolidin-2-one